ClC1=NC=C(C(=N1)C=1C=C(C=C(C1)OC)C1=CC=CC=C1)Cl 2,5-dichloro-4-(5-methoxy-[1,1'-biphenyl]-3-yl)pyrimidine